O=C1N(CCC(N1)=O)C1=C(CN(C2CCN(CC2)C2=C(C=C(C=C2)NC(C2=CC(=C(C=C2)C)C#CC2=CN=C3N2N=CC=C3)=O)C(F)(F)F)C)C=CC=C1 N-(4-(4-((2-(2,4-dioxotetrahydropyrimidin-1(2H)-yl)benzyl)(methyl)amino)piperidin-1-yl)-3-(trifluoromethyl)phenyl)-3-(imidazo[1,2-b]pyridazin-3-ylethynyl)-4-methylbenzamide